(R)-1-(7-chloro-8-fluoro-2-(((2S,4R)-4-fluoro-1-methylpyrrolidin-2-yl)methoxy)pyrido[4,3-d]pyrimidin-4-yl)azepan-3-ol ClC1=C(C=2N=C(N=C(C2C=N1)N1C[C@@H](CCCC1)O)OC[C@H]1N(C[C@@H](C1)F)C)F